5-amino-1-methyl-N'-(2-fluorophenyl)-1H-pyrazole-4-carboxylic acid hydrazide NC1=C(C=NN1C)C(=O)NNC1=C(C=CC=C1)F